NC(C(=O)OCC)\C=C\C(C)(C)C ethyl (E)-2-amino-5,5-dimethyl-3-hexenoate